(R,S)-2-(5-(benzyloxy)pentyl)oxirane C(C1=CC=CC=C1)OCCCCC[C@H]1OC1